C(C)(C)(C)OC(=O)N1CCC2=CC(=CC=C12)CC1=NN(C(C2=CC(=C(C=C12)OC)OC)=O)C 5-((6,7-dimethoxy-3-methyl-4-oxo-3,4-dihydrophthalazin-1-yl)methyl)indoline-1-carboxylic acid tert-butyl ester